[Cl-].OCC[N+](C)(C)C CHOLIN CHLORID